N1C(=NC2=C1C=CC=C2)N2C(=C(C(C=C2)=O)C)C(=O)O 1-(1H-benzoimidazol-2-yl)-3-methyl-4-oxo-1,4-dihydropyridine-2-carboxylic acid